hydroxypropyltrimethylammonium hydrochloride Cl.OCCC[N+](C)(C)C